O[C@H]([C@@H](CO)NC(CCCCCCC)=O)C1=C(C1)CCCCCCCCCCCCC N-[(1R,2S)-2-hydroxy-1-hydroxymethyl-2-(2-tridecyl-1-cyclopropenyl)ethyl]octanamide